1-(benzenesulfonyl)-6,7-dichloro-3-(1H-pyrazol-4-yl)indole C1(=CC=CC=C1)S(=O)(=O)N1C=C(C2=CC=C(C(=C12)Cl)Cl)C=1C=NNC1